BrC1=C2C(CC(C2=C(C=C1)Br)=C(C#N)C#N)=O 2-(4,7-dibromo-3-oxo-2,3-dihydro-1H-indene-1-ylidene)malononitrile